N1C=C(C2=CC=CC=C12)C[C@@H](C)NC(=O)C1(COC1)C (R)-N-(1-(1H-indol-3-yl)propan-2-yl)-3-methyloxetane-3-carboxamide